FC=1C(=C(C=C(C1)C(C)(C)OC)[C@H](C(=O)O)N1C[C@@H](CC1)OCCCCCC1=NC=2NCCCC2C=C1)OC (R)-2-(3-fluoro-2-methoxy-5-(2-methoxypropan-2-yl)phenyl)-2-((R)-3-((5-(5,6,7,8-tetrahydro-1,8-naphthyridin-2-yl)pentyl)oxy)pyrrolidin-1-yl)acetic acid